CC=1C=C(C=CC1)C1=NC2=CC(=CC=C2C=C1[Ir])C (2-(3-methylphenyl)-7-methyl-quinolyl)iridium